6-{8-[(2-cyano-2-methylideneethyl)amino]-7-methoxynaphthalen-2-yl}-3-fluoro-N-[(1s,4s)-4-(dimethylamino)cyclohexyl]pyridine-2-carboxamide C(#N)C(CNC=1C(=CC=C2C=CC(=CC12)C1=CC=C(C(=N1)C(=O)NC1CCC(CC1)N(C)C)F)OC)=C